O=C1NC(CCC1C1=CC=C(CN(C2CCN(CC2)C2=CC(=C(C=C2)NC2=NC=C(C(=C2)NC2=C(C(=O)NC)C=CC=C2)C(F)(F)F)OC)C)C=C1)=O 2-((2-((4-(4-((4-(2,6-dioxopiperidin-3-yl)benzyl)(methyl)amino)piperidin-1-yl)-2-methoxyphenyl)amino)-5-(trifluoromethyl)pyridin-4-yl)amino)-N-methylbenzamide